O1CCN(CC1)C1=NN=C(S1)OC1=CC=C(C=C1)C(C)(C)C1=CC=C(OC2CC(C2)NC(OC(C)(C)C)=O)C=C1 tert-butyl ((1r,3r)-3-(4-(2-(4-((5-morpholino-1,3,4-thiadiazol-2-yl)oxy)phenyl)propan-2-yl)phenoxy)cyclobutyl)carbamate